2-(diethylamino)ethyl-methacrylamide C(C)N(CCC=C(C(=O)N)C)CC